NCCOCCOC=1C=C2CCC(C2=CC1)N(C)CCCC1=CC=C(C=C1)N(C)C 5-[2-(2-aminoethoxy)ethoxy]-N-{3-[4-(dimethylamino)phenyl]propyl}-N-methyl-2,3-dihydro-1H-inden-1-amine